(6,6-dimethyl-4,5,6,7-tetrahydrobenzo[d]thiazol-2-yl)methyl ((2-(2,6-dioxopiperidin-3-yl)-4-hydroxy-3-oxoisoindolin-5-yl)methyl)carbamate O=C1NC(CCC1N1CC2=CC=C(C(=C2C1=O)O)CNC(OCC=1SC2=C(N1)CCC(C2)(C)C)=O)=O